C(C)OC(=O)C1=NN=C2N1CCNC2 5,6,7,8-tetrahydro-[1,2,4]triazolo[4,3-a]pyrazine-3-carboxylic acid ethyl ester